N1(C=NC=C1)C1=CC=C(C=C1)NC1=CC=C(CN(C(C(C)(C)C)=O)O)C=C1 N-(4-((4-(1H-imidazol-1-yl)phenyl)amino)benzyl)-N-hydroxypivalamide